C(C)(C)(C)OC(=O)N1CC(C(CC1)CN1C(C=C(C=C1)C1=CC=CC=C1)=O)(C)C 3,3-dimethyl-4-((2-oxo-4-phenylpyridin-1(2H)-yl)methyl)piperidine-1-carboxylic acid tert-butyl ester